NC([C@H](CCC(=O)OC(C)(C)C)N1C(C2=CC=C(C=C2C1)O[C@@H]1CN(C[C@H]1OC1COC1)C(=O)[O-])=O)=O |o1:22,26| (3R*,4R*)-3-((2-((S)-1-amino-5-(tert-butoxy)-1,5-dioxopentan-2-yl)-1-oxoisoindolin-5-yl)oxy)-4-(oxetan-3-yloxy)pyrrolidine-1-carboxylate